ClC=1C=CC(=NC1)C(C(=O)N)(C)N1CC(CC(C1)C)C=1C=NC(=CC1)OC (5-chloropyridin-2-yl)-2-(3-(6-methoxypyridin-3-yl)-5-methylpiperidin-1-yl)propanamide